C(C1=CC=CC=C1)NC1=NC(=NN2C1=CC=C2CNC2CS(CC2)(=O)=O)N2C(=CC=1C(=CC=CC21)C(=O)N)C 1-(4-(benzylamino)-7-(((1,1-dioxidotetrahydrothiophen-3-yl)amino)methyl)pyrrolo[2,1-f][1,2,4]triazin-2-yl)-2-methyl-1H-indole-4-carboxamide